4-(trifluoromethyl)-2-((2-(trifluoromethyl)ethaneOxy)methyl)pyridazin-3(2H)-one FC(C=1C(N(N=CC1)COCCC(F)(F)F)=O)(F)F